FC=1C(=CC(=NC1)OC)C1=C(C=2CCC2C=C1)O 3-(5-fluoro-2-methoxypyridin-4-yl)bicyclo[4.2.0]octa-1(6),2,4-trien-2-ol